2-amino-3-(6-methyl-2-oxo-1,2-dihydro-quinolin-3-yl)acrylamide NC(C(=O)N)=CC=1C(NC2=CC=C(C=C2C1)C)=O